C(C)(C)(C)OC(=O)N1CC(N(C2=C1C=NC=1C=C(C(=CC21)F)OC)CC2=C(C=C(C=C2F)S(N)(=O)=O)F)=O 1-(2,6-difluoro-4-sulfamoylbenzyl)-9-fluoro-8-methoxy-2-oxo-2,3-dihydropyrazino[2,3-c]quinoline-4(1H)-carboxylic acid tert-butyl ester